3-(3-(3-ethyl-2-oxoimidazolin-1-yl)piperidin-1-yl)-1,2,4-triazine-6-carboxamide C(C)N1C(N(CC1)C1CN(CCC1)C=1N=NC(=CN1)C(=O)N)=O